N(=[N+]=[N-])C1=NC(=CC(=C1)C)N1CC(C(CC1)(F)F)C=C 2-azido-6-(3-vinyl-4,4-difluoropiperidin-1-yl)-4-methylpyridine